4-[4-[bis(4-fluorophenyl)methyl]-1-piperazinyl]-3-[[[(2,4-dimethoxyphenyl)amino]carbonyl]amino]-benzamide FC1=CC=C(C=C1)C(N1CCN(CC1)C1=C(C=C(C(=O)N)C=C1)NC(=O)NC1=C(C=C(C=C1)OC)OC)C1=CC=C(C=C1)F